(R,Z)-N'-((4-chlorophenyl)sulfonyl)-3-(4-fluorophenyl)-4-phenyl-N-((1s,3S)-3-sulfamoylcyclobutyl)-4,5-dihydro-1H-pyrazole-1-carboximidamide ClC1=CC=C(C=C1)S(=O)(=O)\N=C(\NC1CC(C1)S(N)(=O)=O)/N1N=C([C@@H](C1)C1=CC=CC=C1)C1=CC=C(C=C1)F